C(OC(C)CC)(OOOOC(OC(C)CC)=O)=O di(sec-butyl) peroxy dicarbonate